N-(2-chloro-3-((5-chloro-3-methyl-4-oxo-3,4-dihydroquinazolin-6-yl)amino)-4-fluorophenyl)-3-ethylpyrrolidine-1-sulfonamide trifluoroacetate FC(C(=O)O)(F)F.ClC1=C(C=CC(=C1NC=1C(=C2C(N(C=NC2=CC1)C)=O)Cl)F)NS(=O)(=O)N1CC(CC1)CC